2-[[2,5-difluoro-4-[6-[(2-fluoro-4-pyrimidin-2-yl-phenyl)methoxy]-2-pyridinyl]phenyl]methyl]-3-(2-methoxyethyl)benzimidazole-5-carboxylic acid FC1=C(C=C(C(=C1)C1=NC(=CC=C1)OCC1=C(C=C(C=C1)C1=NC=CC=N1)F)F)CC=1N(C2=C(N1)C=CC(=C2)C(=O)O)CCOC